1-Butyl-5-(diaminomethylene)-3-(6''-oxo-5'',6''-dihydrodispiro[cyclohexane-1,1'-cyclobutane-3',7''-pyrrolo[2,3-b]pyrazin]-4-yl)pyrimidine-2,4,6(1H,3H,5H)-trione C(CCC)N1C(N(C(C(C1=O)=C(N)N)=O)C1CCC2(CC3(C(NC4=NC=CN=C43)=O)C2)CC1)=O